tertButyl ether C(C)(C)(C)OC(C)(C)C